CC1=C(C=CC=C1C(F)(F)F)[C@@H](C)NC1=NC=2N(C3=CC=C(C=C13)O[C@@H]1COCC1)CCN2 N-((R)-1-(2-methyl-3-(trifluoromethyl)phenyl)ethyl)-7-(((S)-tetrahydrofuran-3-yl)oxy)-1,2-dihydroimidazo[1,2-a]quinazolin-5-amine